ClC=1N(C(C2=CC=CC(=C2C1)OC1CC2(CN(C2)CCNC2=C(C=C3C=NN(C3=C2)C2CCC2)F)C1)=O)C chloro-5-((2-(2-((1-cyclobutyl-5-fluoro-1H-indazol-6-yl)amino)ethyl)-2-azaspiro[3.3]heptan-6-yl)oxy)-2-methylisoquinolin-1(2H)-one